(S)-8'-methyl-1',1'-dioxido-4,5-dihydro-2H-spiro[furan-3,4'-pyrido[2,3-b][1,4,5]oxathiazepin] CC1=CC2=C(O[C@@]3(C=NS2(=O)=O)COCC3)N=C1